((2-(2,6-Dioxopiperidin-3-yl)-1,3-dioxoisoindol-5-yl)amino)octanoic acid O=C1NC(CCC1N1C(C2=CC=C(C=C2C1=O)NC(C(=O)O)CCCCCC)=O)=O